N-(4-(((6-amino-3,5-dicyano-4-(methylthio)pyridin-2-yl)thio)methyl)benzyl)acetamide NC1=C(C(=C(C(=N1)SCC1=CC=C(CNC(C)=O)C=C1)C#N)SC)C#N